(R)-[1-(2,2-difluoro-ethyl)-3-methyl-azetidin-3-yl]-(5-pyrrolidin-1-yl-pyridin-3-yl)-(4-trifluoromethoxy-phenyl)-methanol FC(CN1CC(C1)(C)[C@](O)(C1=CC=C(C=C1)OC(F)(F)F)C=1C=NC=C(C1)N1CCCC1)F